ClC=1C=C(C=CC1F)NC(=O)C1=C(N=C(N1C)C)C1CC2CC(CC2C1)(C=1N(C=CN1)C)O N-(3-chloro-4-fluorophenyl)-4-(5-hydroxy-5-(1-methyl-1H-imidazol-2-yl)octahydropentalen-2-yl)-1,2-dimethyl-1H-imidazole-5-carboxamide